Triallyl Phosphate (Triallyl phthalate) C(C=C)C1=C(C(=C(C(C(=O)O)=C1)C(=O)O)CC=C)CC=C.P(=O)(OCC=C)(OCC=C)OCC=C